(4-cyclobutylphenyl)cyclopropane-1-carbonitrile C1(CCC1)C1=CC=C(C=C1)C1(CC1)C#N